C1(=CC=CC=C1)/C=C/C1=C2C(=NC=C1)N(C(C21CCC2=C(N=CO2)C1)=O)COCC[Si](C)(C)C (E)-2-phenylvinyl-1'-((2-(trimethylsilyl)ethoxy)methyl)-6,7-dihydro-4H-spiro[benzo[d]oxazol-5,3'-pyrrolo[2,3-b]pyridine]-2'(1'H)-one